BrC1=CC=C(CN2C=CC3=CC(=CC=C23)N2N=C(C=C2C)C(=O)N)C=C1 1-(1-(4-bromobenzyl)-1H-indol-5-yl)-5-methyl-1H-pyrazole-3-carboxamide